1,1-dioxo-N-[6-[5-(trifluoromethyl)-1,3-benzoxazol-2-yl]spiro[3.3]heptan-2-yl]thiane-4-carboxamide O=S1(CCC(CC1)C(=O)NC1CC2(C1)CC(C2)C=2OC1=C(N2)C=C(C=C1)C(F)(F)F)=O